4-bromo-2-(trifluoromethyl)-1-((2-(trimethylsilyl)ethoxy)methyl)-1H-imidazole BrC=1N=C(N(C1)COCC[Si](C)(C)C)C(F)(F)F